hydroxypropionyl-CoA OCCC(=O)SCCNC(CCNC([C@@H](C(COP(OP(OC[C@@H]1[C@H]([C@H]([C@@H](O1)N1C=NC=2C(N)=NC=NC12)O)OP(=O)(O)O)(=O)O)(=O)O)(C)C)O)=O)=O